tert-butyl (S)-2-(((ethynyl-7-methyl-7H-pyrrolo[2,3-d]pyrimidin-2-yl)oxy)methyl)pyrrolidin-1-Carboxylate C(#C)C=1C2=C(N=C(N1)OC[C@H]1N(CCC1)C(=O)OC(C)(C)C)N(C=C2)C